N[C@@H](C)C1=CC=C(C=C1)[C@@H](CNC(C)(C)C)O (1S)-1-(4-((1S)-1-Aminoethyl)phenyl)-2-(tert-butylamino)ethanol